C(C)(C)(C)OC(=O)N1CC2(C1)CNC2.FC(C2OCCN(C2)C=2C=CC1=C(N=C(O1)C1=C3C=C(N=CC3=C(N=C1)NC)NC(=O)C1C(C1)C)C2)F N-(5-(5-(2-(difluoromethyl)morpholino)benzo[d]oxazol-2-yl)-8-(methylamino)-2,7-naphthyridin-3-yl)-2-methylcyclopropane-1-carboxamide tert-butyl-2,6-diazaspiro[3.3]heptane-2-carboxylate